(1-(2,2,2-trifluoroethyl) piperidin-4-yl) methylalaninate dihydrochloride Cl.Cl.CN[C@@H](C)C(=O)OC1CCN(CC1)CC(F)(F)F